ClC=1C=CC(=C(NC2=CC=C(C=C2)F)C1)B1OC(C(O1)(C)C)(C)C 5-Chloro-N-(4-fluorophenyl)-2-(4,4,5,5-tetramethyl-1,3,2-dioxaborolan-2-yl)aniline